BrC1=CC(=C(C=C1F)CC(=O)NC1=C(C=C(C(=O)OC)C=C1)N[C@@H]1COC[C@@H]1C)F methyl 4-[[2-(4-bromo-2,5-difluorophenyl)acetyl]amino]-3-[[(3S,4R)-4-methyltetrahydrofuran-3-yl]amino]benzoate